2-(4-{[(3R)-1-(2,2-difluoroethyl)piperidine-3-yl]amino}-7,7-dimethyl-5,7-dihydrothieno[3,4-d]pyridazin-1-yl)-5-(trifluoromethyl)phenol FC(CN1C[C@@H](CCC1)NC=1C2=C(C(=NN1)C1=C(C=C(C=C1)C(F)(F)F)O)C(SC2)(C)C)F